7,8-dichloro-6-(3-fluoro-2-pyridinyl)-1-pyrimidin-4-yl-4H-[1,2,4]Triazolo[4,3-a][1,4]Benzodiazepine ClC1=C(C=CC2=C1C(=NCC=1N2C(=NN1)C1=NC=NC=C1)C1=NC=CC=C1F)Cl